2-methylsulfonyl-6H-thiazolo[5,4-d]pyrimidin-7-one CS(=O)(=O)C=1SC=2N=CNC(C2N1)=O